C(C)(C)(C)OC(=O)N1CC(=CC1)C1=NNC2=CC=CC=C12.BrC=1C=C2C(=NC1)CN(C2)C(C)=O 1-(3-bromo-5,7-dihydropyrrolo[3,4-B]pyridin-6-yl)ethanone tert-butyl-3-(1H-indazol-3-yl)-2,5-dihydro-1H-pyrrole-1-carboxylate